C1=C(C=CC=2C3=CC=C(C=C3C3(C12)C1=CC(=CC=C1C=1C=CC(=CC13)C1=CC=C(S1)C=1N(C(C=3C1C(N(C3C=3SC(=CC3)C3=CC=CC=C3)CC(CCCC)CC)=O)=O)CC(CCCC)CC)C3=CC=C(S3)C=3N(C(C=1C3C(N(C1C=1SC(=CC1)C1=CC=CC=C1)CC(CCCC)CC)=O)=O)CC(CCCC)CC)C1=CC=C(S1)C=1N(C(C=3C1C(N(C3C=3SC(=CC3)C3=CC=CC=C3)CC(CCCC)CC)=O)=O)CC(CCCC)CC)C3=CC=C(S3)C=3N(C(C=1C3C(N(C1C=1SC(=CC1)C1=CC=CC=C1)CC(CCCC)CC)=O)=O)CC(CCCC)CC 6,6',6'',6'''-(9,9'-spirobi[fluorene]-2,2',7,7'-tetrayltetrakis(thiophene-5,2-diyl))tetrakis(2,5-bis(2-ethylhexyl)-3-(5-phenylthiophen-2-yl)-2,5-dihydropyrrolo[3,4-c]pyrrole-1,4-dione)